formyl-L-lysine C(=O)N[C@@H](CCCCN)C(=O)O